ClC=1C2=C(C3=C(CN(S(N3)(=O)=O)CC3=CC=C(N)C=C3)C1)NC=C2Cl 4-[(6,7-dichloro-2,2-dioxo-4,9-dihydro-1H-pyrrolo[3,2-h][2,1,3]benzothiadiazin-3-yl)methyl]aniline